2-iodobenzonitrile IC1=C(C#N)C=CC=C1